4-[7-(1-Cyano-1-methyl-ethyl)imidazo[1,2-a]pyridin-3-yl]-2-(difluoromethoxy)-6-methoxy-N-(2-morpholinoethyl)benzamide C(#N)C(C)(C)C1=CC=2N(C=C1)C(=CN2)C2=CC(=C(C(=O)NCCN1CCOCC1)C(=C2)OC)OC(F)F